C1(CC1)C1=NN(C=C1C1=NC(=C(C=C1)F)C)C[C@@H]1C[C@H](C1)NC=1C=C2C(N(C(C2=CC1)=O)C1C(NC(CC1)=O)=O)=O 5-((trans-3-((3-cyclopropyl-4-(5-fluoro-6-methylpyridin-2-yl)-1H-pyrazol-1-yl)methyl)cyclobutyl)amino)-2-(2,6-dioxopiperidin-3-yl)isoindoline-1,3-dione